4,7,9-trioxo-2,3,4,5,7,9-hexahydro-1,6-methanopyrido[1,2-b][1,2,5]triazonine-10-carboxamide O=C1CN2C(C=3N(N(CC1)C2)C=C(C(C3)=O)C(=O)N)=O